O=C1NC(CCC1C1=NN(C2=CC=CC=C12)CC(=O)NC1=CC=C(C=C1)C1=CN=CO1)=O 2-(3-(2,6-dioxopiperidin-3-yl)-1H-indazol-1-yl)-N-(4-(oxazol-5-yl)phenyl)-acetamide